N-(2-(3,3-dimethyl-2-phenylcyclobut-1-enyl)-4-methylphenyl)acetamide CC1(C(=C(C1)C1=C(C=CC(=C1)C)NC(C)=O)C1=CC=CC=C1)C